4-bromo-6-methyl-5-iodo-1-(tetrahydro-2H-pyran-2-yl)-1H-indazole BrC1=C2C=NN(C2=CC(=C1I)C)C1OCCCC1